O1COC2=C1C=CC(=C2)C(C(F)(F)F)=N 1-(Benzo[d][1,3]dioxol-5-yl)-2,2,2-trifluoroethan-1-imine